NCC[SiH2]C(OC)OC aminoethyl(dimethoxymethylsilane)